ClC1=CC(=CC(=N1)N1C(C2=CC=CC(=C2C1)C(F)(F)F)=O)C1=C(C=CC=C1)C1=NN=CN1C 2-(6-Chloro-4-(2-(4-methyl-4H-1,2,4-triazol-3-yl)phenyl)pyridin-2-yl)-4-(trifluoromethyl)isoindolin-1-one